tert-butyl (1R,5S,6r)-6-(((benzyloxy) carbonyl) amino)-3-azabicyclo[3.1.0]hexane-3-carboxylate C(C1=CC=CC=C1)OC(=O)NC1[C@@H]2CN(C[C@H]12)C(=O)OC(C)(C)C